bis[(beta-(3,5-ditert-butyl-4-hydroxybenzyl)methylcarboxyethyl)]sulphide C(C)(C)(C)C=1C=C(CCC(CSCC(CCC2=CC(=C(C(=C2)C(C)(C)C)O)C(C)(C)C)C(=O)O)C(=O)O)C=C(C1O)C(C)(C)C